2-(6-(decyl(2-hydroxyethyl)amino)hexyl)-2-methylmalonate C(CCCCCCCCC)N(CCCCCCC(C(=O)[O-])(C(=O)[O-])C)CCO